(R)-2-(difluoromethoxy)-1-(3-(difluoromethoxy)phenyl)ethan-1-amine hydrochloride Cl.FC(OC[C@H](N)C1=CC(=CC=C1)OC(F)F)F